3-(3-fluoro-4-methyl-5-nitrophenyl)-5-((1r,2s)-2-fluorocyclopropyl)-1,2,4-oxadiazole FC=1C=C(C=C(C1C)[N+](=O)[O-])C1=NOC(=N1)[C@@H]1[C@H](C1)F